6-(5-chloropyridin-3-yl)-9,9-dimethyl-9H-fluorene-2-carbonitrile ClC=1C=C(C=NC1)C=1C=C2C=3C=CC(=CC3C(C2=CC1)(C)C)C#N